cyano [1,1'-biphenyl]-4-yl-acrylate C1(=CC=C(C=C1)C(C(=O)OC#N)=C)C1=CC=CC=C1